FCCN1C2(CC2)CCCC1 4-(2-fluoroethyl)-4-azaspiro[2.5]octan